CC1CCC(C(C1)O)C(C)C 5-methyl-2-propan-2-yl-cyclohexan-1-ol